5-(8-(7-acetyl-3-ethyl-5,6,7,8-tetrahydroimidazo[1,5-a]pyrazin-1-yl)isoquinolin-3-yl)-N-(4-(2-(2,6-dioxopiperidin-3-yl)-7-fluoro-1-oxoisoindolin-4-yl)but-3-yn-1-yl)picolinamide C(C)(=O)N1CC=2N(CC1)C(=NC2C=2C=CC=C1C=C(N=CC21)C=2C=CC(=NC2)C(=O)NCCC#CC2=C1CN(C(C1=C(C=C2)F)=O)C2C(NC(CC2)=O)=O)CC